CCCCCCCCCCCCCCCC/C=C\OC[C@H](COP(=O)(O)OCCN)OC(=O)CCC/C=C\C/C=C\C/C=C\C/C=C\CCCCC 1-(1Z-octadecenyl)-2-arachidonoyl-sn-glycero-3-phosphoethanolamine